COC(C1=C(C=C(C=C1)Cl)N1CC(CCC1)OCC=C)=O.C1(CC1)C1=NN=C(O1)C1=C(C=C(C=C1)NC(CC1=C(C=CC=C1)F)=O)S(N=CN(C)C)(=O)=O N-[4-(5-cyclopropyl-1,3,4-oxadiazol-2-yl)-3-{[(dimethylamino)methylene]sulfamoyl}phenyl]-2-(2-fluorophenyl)acetamide methyl-2-(3-(allyloxy)piperidin-1-yl)-4-chlorobenzoate